FC1=CC(=C(C=C1NC(=O)N1CC(CC1)OC(F)(F)F)B(O)O)C (4-fluoro-2-methyl-5-(3-(trifluoromethoxy)pyrrolidine-1-carboxamido)phenyl)boronic acid